C(C)(=O)OCCC normal propyl acetate